N-[(6-Amino-2-pyridyl)sulfonyl]-6-(3-isobutoxyphenyl)-2-(2,2,4-trimethylpyrrolidin-1-yl)pyridin-3-carboxamid NC1=CC=CC(=N1)S(=O)(=O)NC(=O)C=1C(=NC(=CC1)C1=CC(=CC=C1)OCC(C)C)N1C(CC(C1)C)(C)C